[Si](C)(C)(C(C)(C)C)OCCC=1C=CC(=C(C1)SCC(=O)O)Cl 2-[5-[2-[tert-butyl(dimethyl)silyl]oxyethyl]-2-chloro-phenyl]sulfanylacetic acid